3-amino-6-chloroquinolin-2(1H)-one NC=1C(NC2=CC=C(C=C2C1)Cl)=O